ClC1=C(C=CC(=C1)F)C1=CC(OC2=CC(=CC=C12)CC(C(=O)OC)C)=O methyl 3-(4-(2-chloro-4-fluorophenyl)-2-oxo-2H-chromen-7-yl)-2-methylpropanoate